(E)-N-fluorenylmethoxycarbonyl-O-tert-butyl-L-serine C1(=CC=CC=2C3=CC=CC=C3CC12)COC(=O)N[C@@H](COC(C)(C)C)C(=O)O